1-hydroxyphenylglycine methyl ester COC(C(N)C1(CC=CC=C1)O)=O